1-(4-(7-chloro-6-(4-chlorophenyl)-2-methylquinazolin-4-yl)piperazin-1-yl)prop-2-en-1-one ClC1=C(C=C2C(=NC(=NC2=C1)C)N1CCN(CC1)C(C=C)=O)C1=CC=C(C=C1)Cl